1-ethyl-1-((R)-1-(2-fluoro-5-(imidazo[1,2-a]pyridin-6-yl)-4-methoxyphenyl)ethyl)-3-((R)-6,6,6-trifluorohexan-3-yl)urea C(C)N(C(=O)N[C@H](CC)CCC(F)(F)F)[C@H](C)C1=C(C=C(C(=C1)C=1C=CC=2N(C1)C=CN2)OC)F